2-ethoxybenzene-1,4-diyl bis{4-[4-(acryloyloxy)butoxy]benzoate} C(C=C)(=O)OCCCCOC1=CC=C(C(=O)OC2=C(C=C(C=C2)OC(C2=CC=C(C=C2)OCCCCOC(C=C)=O)=O)OCC)C=C1